C1(CC1)C=1N=CC2=C3C(=CC(=C2C1)S(NCC(C)(C)F)(=O)=O)C(CC3NC(=O)C=3C=NC=CC3)NC(=O)C=3C=NC=CC3 N-[3-Cyclopropyl-5-[(2-fluoro-2-methylpropyl)sulfamoyl]-9-(pyridin-3-carbonylamino)-8,9-dihydro-7H-cyclopenta[h]isochinolin-7-yl]pyridin-3-carboxamid